[C@H]12[C@@H](C[C@H](CC1)O2)N(C(=O)C2=C(OC=1C=NC=[N+](C1)[O-])C=CC(=C2)F)C(C)C 5-(2-(((1r,2r,4s)-7-oxabicyclo[2.2.1]hept-2-yl)(isopropyl)carbamoyl)-4-fluorophenoxy)pyrimidine 1-oxide